tert-butyl 3-(2-hydroxy-3,5-bis(trifluoromethyl)phenyl)-2-oxo-2,3-dihydro-1H-imidazole-1-carboxylate OC1=C(C=C(C=C1C(F)(F)F)C(F)(F)F)N1C(N(C=C1)C(=O)OC(C)(C)C)=O